C(N)(OCCNC(=S)S)=S [2-[(dithiocarboxy) amino] ethyl] thiocarbamate